ethyl-5,8-dioxo-6-[(pyridin-2-yl)methyl]-5,6,7,8-tetrahydro-4H-pyrazolo[1,5-a]pyrrolo[3,4-d]pyrimidine C(C)C1=NN2C(NC3=C(C2=O)CN(C3=O)CC3=NC=CC=C3)=C1